2-(4-(1-(4-nitrophenyl)azetidin-3-yl)piperazin-1-yl)ethan-1-ol [N+](=O)([O-])C1=CC=C(C=C1)N1CC(C1)N1CCN(CC1)CCO